CC1(NC2=CC(=CC=C2CC1)C#N)C 2,2-dimethyl-1,2,3,4-tetrahydroquinoline-7-carbonitrile